(R)-(-)-3-fluoropyrrolidine HCl Cl.F[C@H]1CNCC1